C1(CC1)N(CC[C@@H](C(=O)O)NC(=O)OCC1=CC(=CC(=C1)F)F)CCCCC1=NC=2NCCCC2C=C1 (S)-4-(cyclopropyl(4-(5,6,7,8-tetrahydro-1,8-naphthyridin-2-yl)butyl)amino)-2-((((3,5-difluorobenzyl)oxy)carbonyl)amino)butanoic acid